methyl 2-((1S,4r)-4-((S)-4-(tert-Butoxycarbonyl)-2-(methoxymethyl) piperazin-1-yl) cyclohexyl)-5-nitro-2H-indazole-6-carboxylate C(C)(C)(C)OC(=O)N1C[C@H](N(CC1)C1CCC(CC1)N1N=C2C=C(C(=CC2=C1)[N+](=O)[O-])C(=O)OC)COC